Methyl 2-(2-(((tert-butoxycarbonyl)(methyl)amino) methyl)-5-(((tert-butyldiphenylsilyl)oxy) methyl) pyrrolidin-1-yl)acetate C(C)(C)(C)OC(=O)N(C)CC1N(C(CC1)CO[Si](C1=CC=CC=C1)(C1=CC=CC=C1)C(C)(C)C)CC(=O)OC